CC1(OCC=C(C1)C)CCC 2,4-dimethyl-2-propyl-3,6-dihydro-2H-pyran